F[C@@H](C1=CC2=C(SC(=C2)C(=O)O)C=C1)[P@](=O)(OC1=CC=CC=C1)N[C@H](C(OCCC)=O)C 5-((R)-fluoro((S)-(((S)-1-oxo-1-propoxypropan-2-yl)amino)(phenoxy)phosphoryl)methyl)benzo[b]thiophene-2-carboxylic acid